COC(=O)[C@H]1O[C@H]([C@@H]([C@H]([C@@H]1OC(C)=O)OC(C)=O)OC(C)=O)OC1=C(C=C(C=C1)CO)N (2S,3S,4S,5R,6S)-3,4,5-triacetoxy-6-(2-amino-4-(hydroxymethyl)phenoxy)-tetrahydro-2H-pyran-2-carboxylic acid methyl ester